(1s,4s)-4-((2-((2-(1-(Cyclopropylsulfonyl)-1H-pyrazol-4-yl)pyrimidin-4-yl)amino)-5-(1-(3,3,3-trifluoropropyl)-1H-pyrazol-3-yl)pyridin-4-yl)amino)-1-methylcyclohexan-1-ol C1(CC1)S(=O)(=O)N1N=CC(=C1)C1=NC=CC(=N1)NC1=NC=C(C(=C1)NC1CCC(CC1)(O)C)C1=NN(C=C1)CCC(F)(F)F